ONC(=O)C1=CC2=C(OC3(CCCCC3)C(N2CC2=CC=C(C=C2)OC)=O)C=C1 N-hydroxy-4-(4-methoxybenzyl)-3-oxo-3,4-dihydrospiro[benzo[b][1,4]oxazine-2,1'-cyclohexane]-6-carboxamide